5-benzyloxycarbonyl-bicyclo[2.2.1]hept-2-ene C(C1=CC=CC=C1)OC(=O)C1C2C=CC(C1)C2